(4-{6-amino-5-[1-(2,6-dichloro-3-fluoro-phenyl)-ethoxy]-pyridin-3-yl}-2-fluoro-phenyl)-(dimethyl-piperazin-1-yl)-methanone NC1=C(C=C(C=N1)C1=CC(=C(C=C1)C(=O)N1C(CNCC1)(C)C)F)OC(C)C1=C(C(=CC=C1Cl)F)Cl